carbon aluminum oxide iron [Fe+2].[O-2].[Al+3].[C+4]